C(=O)C1=C2CCCC2=C(C=C1OC[C@@H]1[C@@H](C1)C(=O)OC)OCC=1C(=C(C=CC1)C1=CC=CC=C1)C methyl (1R,2S)-2-(((4-formyl-7-((2-methyl-[1,1'-biphenyl]-3-yl)methoxy)-2,3-dihydro-1H-inden-5-yl)oxy)methyl)cyclopropane-1-carboxylate